CS(=O)(=O)N1[C@@H](CCC1)C(=O)OC methyl (2S)-1-methylsulfonylpyrrolidine-2-carboxylate